chloro-N-(4-(4-((2-(dimethylamino)ethyl)(methyl)amino)-3-methyl-1H-pyrazolo[3,4-d]pyrimidin-6-yl)phenyl)-2-fluorobenzenesulfonamide ClC=1C(=C(C=CC1)S(=O)(=O)NC1=CC=C(C=C1)C1=NC(=C2C(=N1)NN=C2C)N(C)CCN(C)C)F